(S)-(6-(3-Fluoropyrrolidin-1-yl)pyridin-3-yl)methanamine F[C@@H]1CN(CC1)C1=CC=C(C=N1)CN